4-fluoro-4'-methoxybenzophenone FC1=CC=C(C(=O)C2=CC=C(C=C2)OC)C=C1